cyclopentyl N-[4-chloro-2-[[(1S)-3-(methylamino)-1-[[(3S,5R)-5-methyl-2-oxo-pyrrolidin-3-yl]methyl]-2,3-dioxo-propyl]carbamoyl]phenyl]carbamate ClC1=CC(=C(C=C1)NC(OC1CCCC1)=O)C(N[C@H](C(C(=O)NC)=O)C[C@H]1C(N[C@@H](C1)C)=O)=O